CONC(=N)C1=CC=C(C(=O)OC=2C=3N(C(=CC2)CC(=O)OC(C)(C)C)N=CN3)C=C1 5-(2-tert-butoxy-2-oxoethyl)-[1,2,4]triazolo[1,5-a]pyridin-8-yl 4-(N-methoxycarbamimidoyl)benzoate